2,2,2-trifluoro-1-[1'-[3-methoxy-4-[2-(trifluoromethoxy)ethoxy]benzoyl]-2,4-dimethyl-spiro[3,4-dihydropyrrolo[1,2-a]pyrazine-1,4'-piperidine]-6-yl]ethanone FC(C(=O)C1=CC=C2N1C(CN(C21CCN(CC1)C(C1=CC(=C(C=C1)OCCOC(F)(F)F)OC)=O)C)C)(F)F